C(C)(C)(C)C1=CN=C(S1)N1C([C@@H]2N(CCNC2)CC1)=O (R)-8-(5-(tert.-Butyl)thiazol-2-yl)-9-oxooctahydro-2H-pyrazino[1,2-a]pyrazin